7-hydroxy-3-formamidocoumarin OC1=CC=C2C=C(C(OC2=C1)=O)NC=O